ClC=1C(=NC(=NC1)NC=1C=C(C=NC1)N1C(C2(CC1)CCNCC2)=O)C2=CC(=CC=C2)N2CCCC2 2-[5-[[5-chloro-4-(3-pyrrolidin-1-ylphenyl)pyrimidin-2-yl]amino]-3-pyridyl]-2,8-diazaspiro[4.5]decan-1-one